ClC1=CC(=NC=C1)[C@H]1C[C@H](C1)NC(=O)C=1N=NN(C1)[C@@H](C)C=1C=NC(=CC1C)N1C([C@@H]2C[C@@H]2C1)=O |o1:19| N-((cis)-3-(4-chloropyridin-2-yl)cyclobutyl)-1-((S or R)-1-(4-methyl-6-((1R,5S)-2-oxo-3-azabicyclo[3.1.0]hexan-3-yl)pyridin-3-yl)ethyl)-1H-1,2,3-triazole-4-carboxamide